CN1N=CC(=C1)C1=CC=C2C(=N1)C(=CS2)C=2C=NC=NC2 5-(1-methyl-1H-pyrazol-4-yl)-3-(pyrimidin-5-yl)-thieno-[3,2-b]pyridine